CC1=C(C(=C(C(=C1C)O)C)CC[C@@H](CCC[C@@H](CCC[C@@H](CCCC(C)C)C)C)C)O |&1:12| (R/S,R,R)-2,3,5-trimethyl-6-(3,7,11,15-tetramethyl-hexadecyl)-benzene-1,4-diol